1,3,4,5-tetrahydro-2H-3-benzazepine C1CNCCC2=C1C=CC=C2